CN(CCOC=1C=C2CCN(CC2=CC1NC)C(=O)OC(C)(C)C)C tert-butyl 6-(2-(dimethylamino)ethoxy)-7-(methylamino)-3,4-dihydroisoquinoline-2(1H)-carboxylate